2-(2-(trifluoromethyl)furan-3-carboxamido)benzo[d]thiazole-6-carboxylic acid FC(C=1OC=CC1C(=O)NC=1SC2=C(N1)C=CC(=C2)C(=O)O)(F)F